tert-butyl ((2-(7-methyl-2,3-dihydro-4H-pyrido[3,2-b][1,4]oxazin-4-yl)-1,6-naphthyridin-7-yl)methyl)carbamate CC1=CC=2OCCN(C2N=C1)C1=NC2=CC(=NC=C2C=C1)CNC(OC(C)(C)C)=O